N-(3-chloro-2-fluoro-1H-indol-7-yl)-1-methyl-pyrazole-4-sulfonamide ClC1=C(NC2=C(C=CC=C12)NS(=O)(=O)C=1C=NN(C1)C)F